C(C)(C)(C)OC(=O)N[C@@H](CCCCN)C(=O)O (e)-t-butyloxycarbonyl-lysine